4-(((3S,4R)-4-(4-fluorophenyl)piperidin-3-yl)methoxy)benzoic acid FC1=CC=C(C=C1)[C@H]1[C@@H](CNCC1)COC1=CC=C(C(=O)O)C=C1